C(CC)NC(=O)NC=1C=NC2=CC=CC=C2C1 1-propyl-3-quinolin-3-ylurea